Cl.ClC1=CC=C(C=C1)N1N=C(C=C1)OCCN 2-(1-(4-chlorophenyl)-1H-pyrazol-3-yloxy)ethylamine hydrochloride